6-[4-[1-[(E)-2-(aminomethyl)-3-fluoro-allyl]-5-oxo-1,2,4-triazol-4-yl]-3-fluoro-phenyl]-8-methyl-3,4-dihydro-1H-quinolin-2-one hydrochloride Cl.NC/C(/CN1N=CN(C1=O)C1=C(C=C(C=C1)C=1C=C2CCC(NC2=C(C1)C)=O)F)=C\F